4-((2-hydroxyethyl)sulfonamido)-2-(spiro[2.5]oct-5-en-6-yl)benzamide OCCS(=O)(=O)NC1=CC(=C(C(=O)N)C=C1)C1=CCC2(CC2)CC1